thiophen-3-yl-(4-(((2R,3R,4R,5S)-3,4,5-trihydroxy-2-methylpiperidin-1-yl)methyl)piperidin-1-yl)methanone S1C=C(C=C1)C(=O)N1CCC(CC1)CN1[C@@H]([C@H]([C@@H]([C@H](C1)O)O)O)C